4b-hydroxy-7-isopropyl-1-nitro-4bH-benzo[d]indeno[1,2-b]furan-10(9bH)-one OC12OC3=C(C1C(C1=C(C=CC=C12)[N+](=O)[O-])=O)C=CC(=C3)C(C)C